CN1C(N(C=2N=CN(C2C1=O)CC(=O)NC1=CC=C(C=C1)C=1N=NN(C1)C1=C(C=CC=C1)OC(F)(F)F)C)=O 2-(1,3-dimethyl-2,6-dioxo-1,2,3,6-tetrahydropurin-7-yl)-N-{4-[1-(2-trifluoromethoxyphenyl)-1H-[1,2,3]triazol-4-yl]-phenyl}acetamide